2-[[(2R)-2-[4-[2-chloro-4-(tetradecanamido)phenyl]-2-oxo-chromen-7-yl]oxopropionyl]-ethyl-amino]acetic acid ClC1=C(C=CC(=C1)NC(CCCCCCCCCCCCC)=O)C1=CC(OC2=CC(=CC=C12)[C@@H](C(=O)N(CC(=O)O)CC)C=O)=O